C(CCCCCCCCCCCCCCCCC)(=O)OC[C@@H](OC(CCCCCCCCCCCCCCCCC)=O)COP(=O)(O)OCC[N+](C)(C)C 1,2-di-stearoyl-sn-glycero-3-phosphorylcholine